N-((1r,4r)-4-((3-(benzo[d]oxazol-5-yl)-2-oxo-2,3-dihydro-1H-benzo[d]imidazol-1-yl)methyl)cyclohexyl)-5-chloro-2-methyl-nicotinamide O1C=NC2=C1C=CC(=C2)N2C(N(C1=C2C=CC=C1)CC1CCC(CC1)NC(C1=C(N=CC(=C1)Cl)C)=O)=O